C1(=CC=CC=C1)[PH3+].[N+3] nitrogen phenylphosphonium